R-(-)-3-carbamoylmethyl-5-methyl-hexanoic acid phenethylamine salt C(CC1=CC=CC=C1)N.C(N)(=O)C[C@H](CC(=O)O)CC(C)C